COC[C@@H]1CC[C@]2(CCCN12)C(=O)OC Methyl cis-3-(methoxymethyl)tetrahydro-1H-pyrrolizin-7a(5H)-formate